FC=1C=C(C=2C3=C(N(C2C1)CC1=CC=C(CP)C=C1)C(=NC(=N3)C(C)C)Cl)F (4-((7,9-difluoro-4-chloro-2-isopropyl-5H-pyrimido[5,4-b]indol-5-yl)methyl)benzyl)phosphine